heptadecan-9-yl 8-((3-aminopropyl)(6-oxo-6-(undecyloxy)hexyl) amino)octanoate NCCCN(CCCCCCCC(=O)OC(CCCCCCCC)CCCCCCCC)CCCCCC(OCCCCCCCCCCC)=O